N-(5-fluoropyridin-2-yl)-2-[2-(methylamino)-5,8-dioxo-6-(propan-2-yl)-5,6,7,8-tetrahydro-4H-pyrazolo[1,5-a]pyrrolo[3,4-d]pyrimidin-4-yl]acetamide FC=1C=CC(=NC1)NC(CN1C=2N(C(C3=C1C(N(C3)C(C)C)=O)=O)N=C(C2)NC)=O